(R)-3,5'-dichloro-4-((3,5-difluoropyridin-2-yl)methoxy-d2)-2'-(2-(2-hydroxypropan-2-yl)thiazol-4-yl)-6-methyl-2H-[1,4'-bipyridin]-2-one ClC=1C(N(C(=CC1OC([2H])([2H])C1=NC=C(C=C1F)F)C)C1=CC(=NC=C1Cl)C=1N=C(SC1)C(C)(C)O)=O